C(=CC(CCCCCCCCCCC)O)O 1,3-tetradecenediol